CN(CCOC1=CC(=C(C=N1)NC1=C2C(N(C(C2=CC=C1)=O)C1C(NC(CC1)=O)=O)=O)OC1=CC=CC=C1)C 4-((6-(2-(dimethylamino)ethoxy)-4-phenoxypyridin-3-yl)amino)-2-(2,6-dioxopiperidin-3-yl)isoindoline-1,3-dione